FC1=C(C=CC=C1C1=CC(=CC=C1)F)CC1N(CC2(CC2)C1NS(=O)(=O)CF)C(=O)[O-] 6-[[2-fluoro-3-(3-fluorophenyl)phenyl]methyl]-7-(fluoromethylsulfonyl amino)-5-azaspiro[2.4]heptane-5-carboxylate